[Si](C)(C)(C(C)(C)C)OCCOC1=C(C=CC=C1)C=1C(=CC(=C(C1)NS(=O)(=O)C=1C=C(C=NC1OC)C(=O)OC)F)F methyl 5-[[5-[2-[2-[tert-butyl (dimethyl) silyl] oxyethoxy] phenyl]-2,4-difluoro-phenyl] sulfamoyl]-6-methoxy-pyridine-3-carboxylate